(S)-1-(1-cyanoethyl)-3-(5-((2,3-dihydrobenzo[b][1,4]dioxin-5-yl)amino)-7-(methylamino)pyrazolo[1,5-a]pyrimidin-3-yl)urea C(#N)[C@H](C)NC(=O)NC=1C=NN2C1N=C(C=C2NC)NC2=CC=CC=1OCCOC12